CN(C1=CC=C(C=C1)C)C(C=[N+]=[N-])=O N-methyl-diazoacetyl-p-toluidine